tert-butyl-4-[2-methyl-7-({2-methyl-5H,6H,7H,8H-[1,2,4]triazolo[1,5-a]pyridin-7-yl}carbamoyl) indazol-4-yl]piperazine-1-carboxylate C(C)(C)(C)OC(=O)N1CCN(CC1)C=1C2=CN(N=C2C(=CC1)C(NC1CC=2N(CC1)N=C(N2)C)=O)C